COC(=O)C12CC(C1)(C2)N2N=CC(=C2)C2CCC2 3-(4-cyclobutyl-1H-pyrazol-1-yl)bicyclo[1.1.1]pentane-1-carboxylic acid methyl ester